tert-Butyl 7-[8-(tert-butoxycarbonylamino)-7-fluoro-3-[(3-fluorocyclobutyl)carbamoylamino]-6-isoquinolyl]-8-methyl-2,3-dihydropyrido[2,3-b][1,4]oxazine-1-carboxylate C(C)(C)(C)OC(=O)NC=1C(=C(C=C2C=C(N=CC12)NC(NC1CC(C1)F)=O)C1=C(C2=C(OCCN2C(=O)OC(C)(C)C)N=C1)C)F